(1-((2-(trimethylsilyl)ethoxy)methyl)-1H-pyrrolo[2,3-b]pyridin-2-yl)boronic acid C[Si](CCOCN1C(=CC=2C1=NC=CC2)B(O)O)(C)C